Palladium(II) oxide [Pd]=O